bis(4-amino phenyl) disulfide NC1=CC=C(C=C1)SSC1=CC=C(C=C1)N